FC(C(C)(C)O)(F)C=1C(=C(C=CC1)[C@@H](C)NC1=NC(=NC=2C=C3C(=CC12)N(C(N(C3=O)C)=O)C)C)F (R)-9-((1-(3-(1,1-difluoro-2-hydroxy-2-methylpropyl)-2-fluorophenyl)ethyl)amino)-1,3,7-trimethylpyrimido[4,5-g]quinazoline-2,4(1H,3H)-dione